N1-(6-amino-5-methylpyridin-3-yl)-N2-(1-(3-fluoropyridin-2-yl)ethyl)-N2-((5-(trifluoromethyl)pyridin-2-yl)methyl)oxalamide NC1=C(C=C(C=N1)NC(C(=O)N(CC1=NC=C(C=C1)C(F)(F)F)C(C)C1=NC=CC=C1F)=O)C